BrC=1C=C(C#N)C=C(C1)C1C(C1)(F)F 3-bromo-5-(2,2-difluorocyclopropyl)benzonitrile